NC=1C=2N(C=CN1)C(=NC2C2=CC=C(C(=O)NC1=NC=CC(=C1)CCC)C=C2)[C@H](C)N(C(\C=C\COC)=O)C (S,E)-4-(8-amino-3-(1-(4-methoxy-N-methylbut-2-enamido)ethyl)imidazo[1,5-a]pyrazin-1-yl)-N-(4-propylpyridin-2-yl)benzamide